4-cyclopropyl-2-phenyl-pyrrolidine C1(CC1)C1CC(NC1)C1=CC=CC=C1